ClC=1C=C(C=CC1)N[C@@H](CC(C)C)C(=O)N1[C@H]2CC([C@@H]([C@H]1C(=O)N[C@@H](/C=C(\C(=O)OCC)/F)C[C@@H]1C(NCC1)=O)CC2)(F)F ethyl (R,E)-4-((1R,3S,4R)-2-((3-chlorophenyl)-L-leucyl)-5,5-difluoro-2-azabicyclo[2.2.2]octane-3-carboxamido)-2-fluoro-5-((R)-2-oxopyrrolidin-3-yl)pent-2-enoate